4-[7-(3,5-Dimethyl-phenyl)-3-hydroxy-quinolin-2-yl]-4-oxo-butyric acid ethyl ester C(C)OC(CCC(=O)C1=NC2=CC(=CC=C2C=C1O)C1=CC(=CC(=C1)C)C)=O